BrC1=CC=2N(C3=CC(=CC=C3C2C=C1)Br)CC 2,7-dibromo-9-ethylcarbazole